BrC1=CC=C(OC2=CC(=NC=C2)C)C=C1 4-(4-bromophenoxy)-2-methylpyridine